Cl.C(OC(C[C@@H](C(=O)O)N)=O)OC(C[C@@H](C(=O)O)N)=O (2S,2'S)-4,4'-(methylenebis(oxy))bis(2-amino-4-oxobutyric acid) hydrochloride